FC=1C=C(C=CC1OC1=C2C(=NC=C1)NC(N2C(C)C)=O)NC(=O)C=2C=NN(C2C(F)(F)F)C=2N=NC=CC2 N-(3-fluoro-4-((1-isopropyl-2-oxo-2,3-dihydro-1H-imidazo[4,5-b]pyridine-7-yl)oxy)phenyl)-1-(pyridazine-3-yl)-5-(trifluoromethyl)-1H-pyrazole-4-carboxamide